acryloyloxyethylacetoacetate C(C=C)(=O)OCCOC(CC(=O)C)=O